rac-4-(2,3-dichloro-6-((2-(trimethylsilyl)ethoxy)methoxy)phenyl)-1-(2-methoxypyridin-4-yl)pyrrolidine-2-thione ClC1=C(C(=CC=C1Cl)OCOCC[Si](C)(C)C)[C@H]1CC(N(C1)C1=CC(=NC=C1)OC)=S |r|